(2R,6R)-2-dimethylamino-6-hydroxy-6-methyl-2-(4-(trifluoromethyl)phenyl)cyclohexan-1-one hydrochloride Cl.CN([C@@]1(C([C@](CCC1)(C)O)=O)C1=CC=C(C=C1)C(F)(F)F)C